BrC=1C=CC(=C(C1)CCO)N1C[C@H](CC1)OC1=NC=CC=C1C (S)-2-(5-bromo-2-(3-(3-methylpyridin-2-yloxy)pyrrolidin-1-yl)phenyl)ethanol